(2-Nitro-4-(trifluoromethyl)phenyl)piperidin-2-one [N+](=O)([O-])C1=C(C=CC(=C1)C(F)(F)F)N1C(CCCC1)=O